(S)-2-Piperazinecarboxylic acid N1[C@@H](CNCC1)C(=O)O